FC1=C(C#N)C(=CC(=C1)C([2H])([2H])N1N=CC=C1)OC 2-fluoro-6-methoxy-4-[(1H-pyrazol-1-yl)(2H2)methyl]benzonitrile